Dihydropyridine-3-carboxamide C1C(=CC=CN1)C(=O)N